2,5-dichloro-1,4-dibromobenzene ClC1=C(C=C(C(=C1)Br)Cl)Br